C(C)OC(=O)C1=C(N=C(N1O)C1=CC(=CC=C1)C1=NN=NN1)C 2-[3-(1H-tetrazol-5-yl)phenyl]-1-hydroxy-4-methyl-1H-imidazole-5-carboxylic acid ethyl ester